CC1(OB(OC1(C)C)C1=CC=C(C=C1)C=1NC=CN1)C 2-(4-(4,4,5,5-tetramethyl-1,3,2-dioxaborolan-2-yl)phenyl)-1H-imidazole